BrC=1N(C2=NC(=NC(=C2N1)N)F)CC1=CC(=CC(=C1)OC)CBr 8-bromo-9-(3-(bromomethyl)-5-methoxybenzyl)-2-fluoro-9H-purin-6-amine